2-chloro-6-(3-nitrophenyl)isonicotinic acid tert-butyl ester C(C)(C)(C)OC(C1=CC(=NC(=C1)C1=CC(=CC=C1)[N+](=O)[O-])Cl)=O